BrC1=CC=C(C=C1)C(C#N)CC 4-bromophenylbutyronitrile